ClC[C@@H](COC1=C(C=C(C=C1Cl)S(=O)(=O)C1=CC=C(C=C1)OC[C@H](CN1C=NC=C1)O)Cl)O (R)-1-chloro-3-(2,6-dichloro-4-((4-((S)-2-hydroxy-3-(1H-imidazol-1-yl)propoxy)phenyl)sulfonyl)phenoxy)propan-2-ol